ClC1=C(C=CC2=C1C(=N[C@H](C=1N2N=C(N1)C(=O)NC[C@@H](C)O)C)C1=C(C=CC=C1F)F)C(F)(F)F (4S)-7-chloro-6-(2,6-difluorophenyl)-N-[(2R)-2-hydroxypropyl]-4-methyl-8-(trifluoromethyl)-4H-[1,2,4]triazolo[1,5-a][1,4]benzodiazepine-2-carboxamide